tert-butyl-4-(5,5-dimethyl-2,4-dioxoimidazolidin-1-yl)indolin C(C)(C)(C)N1CCC2=C(C=CC=C12)N1C(NC(C1(C)C)=O)=O